2-(9-ethyl-6-((2S,5R)-4-(1-(2-methoxypyridin-4-yl)ethyl)-2,5-dimethylpiperazin-1-yl)-3-methyl-2-oxo-3,9-dihydro-2H-purin-8-yl)acetonitrile C(C)N1C=2N(C(N=C(C2N=C1CC#N)N1[C@H](CN([C@@H](C1)C)C(C)C1=CC(=NC=C1)OC)C)=O)C